OC1=C(C(N(C2=NC=C(C=C12)[N+](=O)[O-])C)=O)C(=O)OCC ethyl 4-hydroxy-1-methyl-6-nitro-2-oxo-1,2-dihydro-1,8-naphthyridine-3-carboxylate